(S)-1-(Pyrrolidin-3-yl)piperidine N1C[C@H](CC1)N1CCCCC1